CN([C@@H](C(C)C)C(=O)OC)C(=O)N1C[C@@H](NCC1)C methyl N-methyl-N-((S)-3-methylpiperazine-1-carbonyl)-L-valinate